ketourea O=NC(=O)N